COC1=C(C=CC(=C1)C(F)(F)F)NC=1C(NC=C(N1)C)=O 3-((2-methoxy-4-(trifluoromethyl)phenyl)amino)-5-methylpyrazin-2(1H)-one